Cl.CN1C(N(C2=C1C(=CC=C2)N2CC(CC2)NC)C2C(NC(CC2)=O)=O)=O 3-{3-Methyl-4-[3-(methylamino)pyrrolidin-1-yl]-2-oxo-1,3-benzodiazol-1-yl}piperidine-2,6-dione hydrochloride